N=S(=O)(C)CCC1=CC=C(C=C1)C1=CC=NC2=CC(=CC=C12)OC imino(4-(7-methoxyquinolin-4-yl)phenethyl)(methyl)-λ6-sulfanone